(4-hydroxycyclohexyl)-5-(4-(3-(3-morpholinopropyl)-3-azabicyclo[3.1.0]hex-1-yl)phenyl)nicotinamide OC1CCC(CC1)C1=C(C(=O)N)C=C(C=N1)C1=CC=C(C=C1)C12CN(CC2C1)CCCN1CCOCC1